CNC(C)O (methylamino)-ethanol